CC(C1=CC=CC=C1)(C)C1=C(C=CC=C1)OC1=C(C=CC=C1)C(C1=CC=CC=C1)(C)C 2-mono(α,α-dimethylbenzyl)phenyl ether